CC=1CCC(C(C1)C=1C(C(C(=CC1O)CCCCC)C1=NC(=NO1)C)O)C(=C)C 5'-methyl-3-(3-methyl-1,2,4-oxadiazol-5-yl)-4-pentyl-2'-(prop-1-en-2-yl)-1',2',3,4'-tetrahydro-[1,1'-biphenyl]-2,6-diol